ClC1=C(OC=2C(=NC=CC2)OCC(=O)OCC)C=C(C(=C1)F)[N+](=O)[O-] Ethyl [3-(2-chloro-4-fluoro-5-nitrophenoxy)-2-pyridyloxy]acetate